6-(6'-Fluoro-[2,2'-bipyridin]-3-yl)imidazo[1,2-a]pyridin-3-carboxamid FC1=CC=CC(=N1)C1=NC=CC=C1C=1C=CC=2N(C1)C(=CN2)C(=O)N